S1C=NC2=C1C(=CC=C2)C2=NSC(=C2C2CC2)C(=O)NC2=CC(=NC=C2)C 3-(BENZO[D]THIAZOL-7-YL)-4-CYCLOPROPYL-N-(2-METHYLPYRIDIN-4-YL)ISOTHIAZOLE-5-CARBOXAMIDE